(R)-(1-Cyclopropyl-3-methyl-azetidin-3-yl)-(4-isopropyl-phenyl)-{5-[5-(tetrahydro-pyran-4-yl)-[1,2,4]oxadiazol-3-yl]-pyridin-3-yl}-methanol C1(CC1)N1CC(C1)(C)[C@@](O)(C=1C=NC=C(C1)C1=NOC(=N1)C1CCOCC1)C1=CC=C(C=C1)C(C)C